[K+].[N+](=O)([O-])[NH2+]C1=NN=NN1 5-nitroammonio-tetrazole potassium salt